ClC1=C(C=CC=C1)[C@@H]1N=C(NC(=C1C(=O)OCC)CN1C[C@@H]2N(CC1)C(N(C2)CC(C(=O)O)C)=O)C=2SC=CN2 3-[(8aS)-7-[[(4R)-4-(2-chlorophenyl)-5-ethoxycarbonyl-2-thiazol-2-yl-1,4-dihydropyrimidin-6-yl]methyl]-3-oxo-5,6,8,8a-tetrahydro-1H-imidazo[1,5-a]pyrazin-2-yl]-2-methyl-propanoic acid